[N+](#[C-])C=1C(=NOC1C1=CC=CC=C1)C 4-isocyano-3-methyl-5-phenylisoxazole